C1(=CC=CC=C1)C=1C(=NNC=CC1)C(F)(F)F phenyl-(trifluoromethyl)diazepine